N-[(1S)-2-[[(1S)-2-amino-2-oxo-1-[[(3S)-2-oxo-3-piperidyl]methyl]ethyl]amino]-1-(cyclopropylmethyl)-2-oxo-ethyl]-6,7-dichloro-1H-indole-2-carboxamide NC([C@H](C[C@H]1C(NCCC1)=O)NC([C@H](CC1CC1)NC(=O)C=1NC2=C(C(=CC=C2C1)Cl)Cl)=O)=O